BrC(COCC(CBr)Br)CBr 2,3-Dibromopropyl ether